NC1(CC1)COC1=C(C=C(C=C1)NC1=NC=2N(C(=C1)NC1CC1)N=CC2)C[S@](=O)C |r| (±)-5-((4-((1-Aminocyclopropyl)methoxy)-3-((methylsulfinyl)methyl)phenyl)amino)-7-(cyclopropylamino)pyrazolo[1,5-a]pyrimidin